COC1=CC=C(CN(C2=NC(=NC(=C2)C)N)CCCC2(CC2)C2CCNCC2)C=C1 N4-(4-methoxybenzyl)-6-methyl-N4-(3-(1-(piperidin-4-yl)cyclopropyl)propyl)pyrimidine-2,4-diamine